2-amino-4-[hydroxy(methyl)phosphono]butanoic acid ammonium [NH4+].NC(C(=O)O)CCP(=O)(OC)OO